COC1CC(C1)C1=NC2=C(N1CCOCC(F)(F)F)C=C(C=C2)C=2C=C(C(N(C2)C)=O)C 5-[2-(3-Methoxycyclobutyl)-1-(2-(2,2,2-trifluoroethoxy)ethyl)-1H-benzo[d]imidazol-6-yl]-1,3-dimethylpyridin-2(1H)-one